1,3,5-tris(3-dimethylaminopropyl)hexahydrotriazine CN(CCCN1NN(CC(C1)CCCN(C)C)CCCN(C)C)C